N-(2-hydroxyethyl)-2-(2,6-dichlorophenylamino)benzene OCCN(C1=CC=CC=C1)C1=C(C=CC=C1Cl)Cl